O1C=COC(=C1)N Dioxin-5-amine